18-Hydroxy-hexacosa-20,23-dienoic acid OC(CCCCCCCCCCCCCCCCC(=O)O)CC=CCC=CCC